C1(CC1)N1C=C(C2=CC=CC=C12)C1=NC(=NC=C1N1N=CC=C1)NC=1C(=CC(=C(C1)NC(C=C)=O)N1C[C@@H]2CN(C[C@@H]2C1)C)OC N-(5-((4-(1-Cyclopropyl-1H-indol-3-yl)-5-(1H-pyrazol-1-yl)pyrimidin-2-yl)amino)-4-methoxy-2-((3aR,6aS)-5-methylhexahydropyrrolo[3,4-c]pyrrol-2(1H)-yl)phenyl)acrylamide